(2S,5R)-5-(hydroxymethyl)-N-(2-(naphthalen-1-yl)propan-2-yl)morpholine-2-carboxamide OC[C@@H]1CO[C@@H](CN1)C(=O)NC(C)(C)C1=CC=CC2=CC=CC=C12